4-(2,6-dimethylphenyl)-7-methoxyisoquinolin-1(2H)-one CC1=C(C(=CC=C1)C)C1=CNC(C2=CC(=CC=C12)OC)=O